3-methoxy-4-{[3-(4-{[(2R,4S,6S)-2,6-dimethyloxan-4-yl]amino}-1-(2,2,2-trifluoroethyl)-1H-indol-2-yl)prop-2-yn-1-yl]amino}benzamide COC=1C=C(C(=O)N)C=CC1NCC#CC=1N(C2=CC=CC(=C2C1)NC1C[C@H](O[C@H](C1)C)C)CC(F)(F)F